2-pyrimidinyl p-toluenesulfonate CC1=CC=C(C=C1)S(=O)(=O)OC1=NC=CC=N1